NC=1OC2=C(C(C1C#N)C1=CC=C(C=C1)OC)C=CC(=C2)N(C)C 2-amino-3-cyano-4-(4-methoxyphenyl)-7-(dimethylamino)-4H-benzopyran